C1([C@H](O)[C@@H](O)[C@H](O)[C@H](O1)CO)O[C@H]1C(O)O[C@@H]([C@H]([C@@H]1O)O)CO 2-O-glucopyranosyl-D-glucopyranose